1,4-bis(trimethoxysilyl)pentane CO[Si](CCCC(C)[Si](OC)(OC)OC)(OC)OC